(3R)-3-[1-[(3-bromophenyl)methyl]-2-tert-butoxy-1-methyl-2-oxo-ethyl]pyrrolidine-1-carboxylic acid tert-butyl ester C(C)(C)(C)OC(=O)N1C[C@H](CC1)C(C(=O)OC(C)(C)C)(C)CC1=CC(=CC=C1)Br